2,5-diisopropyl-phenol C(C)(C)C1=C(C=C(C=C1)C(C)C)O